ICC(=O)N1C(CCC1)C(=O)N 1-(2-iodoacetyl)-pyrrolidine-2-carboxamide